1H-pyrazol-4-ol N1N=CC(=C1)O